N-[7-(5-fluoroindolin-1-yl)thiazolo[5,4-d]pyrimidin-2-yl]benzamide FC=1C=C2CCN(C2=CC1)C=1C2=C(N=CN1)SC(=N2)NC(C2=CC=CC=C2)=O